C1(=CC=C(C=C1)N(NC1=CC=C(C=C1)C)C(C1=CC=CC=C1)=O)C N,N'-di(p-tolyl)benzoylhydrazine